CC1(OB(OC1(C)C)C=1CCN(CC1)C(=O)C1(CC1)C#N)C (4-(4,4,5,5-tetramethyl-1,3,2-dioxaborolan-2-yl)-1,2,3,6-tetrahydropyridine-1-carbonyl)cyclopropane-1-carbonitrile